N,N-bis(2-hydroxyethyl)palmitamide CCCCCCCCCCCCCCCC(=O)N(CCO)CCO